[1-(4-tert-butylbenzenesulfonyl)]Benzimidazole C(C)(C)(C)C1=CC=C(C=C1)S(=O)(=O)N1C=NC2=C1C=CC=C2